2-((4-(1,1-dioxidoisothiazolidin-2-yl)-2-methoxyphenyl)amino)-4-((tetrahydro-2H-pyran-4-yl)amino)-7H-pyrrolo[2,3-d]pyrimidine-5-carbonitrile O=S1(N(CCC1)C1=CC(=C(C=C1)NC=1N=C(C2=C(N1)NC=C2C#N)NC2CCOCC2)OC)=O